5-[[2-[(2R,5S)-5-Methyl-2-(1,2,3,4-tetrahydroquinolin-6-yl)-1-piperidyl]-2-oxo-acetyl]amino]pyridine-3-carboxamide C[C@H]1CC[C@@H](N(C1)C(C(=O)NC=1C=C(C=NC1)C(=O)N)=O)C=1C=C2CCCNC2=CC1